N[C@H](CO)C1=CC(=C(C#N)C=C1)C1=NC=NN1C(F)F (S)-4-(1-amino-2-hydroxyethyl)-2-(1-(difluoromethyl)-1H-1,2,4-triazol-5-yl)benzonitrile